4-(Bis(trimethylsilyl)methyl)styrene C[Si](C)(C)C(C1=CC=C(C=C)C=C1)[Si](C)(C)C